ClC=1C=C(C=C(C1Cl)Cl)C1=CC(=C(C(=C1)Cl)Cl)Cl 3,4,5,3',4',5'-hexachlorobiphenyl